NC=1C=C(C(=O)NC2=C(C=C(C=C2)F)CC(=O)OC(C)(C)C)C=CC1N1CC2(C1)CCC2 tert-butyl 2-(2-(3-amino-4-(2-azaspiro[3.3]heptan-2-yl)benzamido)-5-fluorophenyl)acetate